trifluoroethoxide FC(C[O-])(F)F